NCC1=C(C=C(C=C1)C(F)(F)F)CO (2-(aminomethyl)-5-(trifluoromethyl)phenyl)methanol